(E)-1-(3-((4-amino-7-methyl-5-(4-phenoxyphenyl)-7H-pyrrolo[2,3-d]pyrimidin-6-yl)ethynyl)azetidin-1-yl)-4-morpholinobut-2-en-1-one NC=1C2=C(N=CN1)N(C(=C2C2=CC=C(C=C2)OC2=CC=CC=C2)C#CC2CN(C2)C(\C=C\CN2CCOCC2)=O)C